(3S,4R,5R,6R,8R)-6-(hydroxymethyl)-8-pentyl-1-azabicyclo[4.2.0]octane-3,4,5-triol OC[C@@]12[C@H]([C@@H]([C@H](CN2[C@@H](C1)CCCCC)O)O)O